Cl.C(C1=CC=CC=C1)N1CC(C(CC1)=O)C N-benzyl-3-methyl-4-piperidone hydrochloride salt